Cl.Cl.F[C@H]1CN(CC1)C1CCC(CC1)N (1R,4r)-4-((R)-3-fluoropyrrolidin-1-yl)cyclohexan-1-amine 2HCl